NC1=NC=CC=C1C1=NC=2C(=NC(=CC2)C2=CC=CC=C2)N1C1=CC=C(C=C1)CNCCC1=C(C(=C(C=O)C=C1)O)Cl 4-{2-[({4-[2-(2-aminopyridin-3-yl)-5-phenylimidazo[4,5-b]pyridin-3-yl]phenyl}methyl)amino]ethyl}-3-chloro-2-hydroxybenzaldehyde